1-acetylphloroglucinol C(C)(=O)C1(O)CC(O)=CC(O)=C1